BrC1=C(CN2C(N(CC3=CC=C(C=C23)C(=O)NCC2=C(C=C(C=C2F)F)F)C)=O)C(=CC=C1)F 1-(2-bromo-6-fluorobenzyl)-3-methyl-2-oxo-N-(2,4,6-trifluorobenzyl)-1,2,3,4-tetrahydroquinazoline-7-carboxamide